3-(dodecylcarbamoylmethyl)-3,5,5-trimethylcyclohexylcarbamate C(CCCCCCCCCCC)NC(=O)CC1(CC(CC(C1)(C)C)NC([O-])=O)C